COC(=O)C=1N=C(OC1)C12C3C4C5(C(C14)C2C53)C(=O)O (1R,2R,3R,8S)-4-(4-(methoxycarbonyl)oxazol-2-yl)cubane-1-carboxylic acid